CN(CCC1(C(C=C(C=C1)NC1=NC=C(C(=N1)C1=CNC2=C(C=CC=C12)F)F)N)NC)C 1-(2-(dimethylamino)ethyl)-N4-(5-fluoro-4-(7-fluoro-1H-indol-3-yl)pyrimidin-2-yl)-N1-methylbenzene-1,2,4-triamine